C(C)(C)(C)OC(CCCCCCCCCCCCCCCCCCCCC(=O)O)=O 22-(tert-butoxy)-22-oxodocosanoic acid